Cl.Cl.C(C)[C@H]1CC2=C(CNC1)N=CC=C2 (6S)-6-Ethyl-6,7,8,9-tetrahydro-5H-pyrido[2,3-c]azepine dihydrochloride